BrC=1C=C2C(=CN(C2=CC1)C)C(C(F)F)O 1-(5-bromo-1-methyl-1H-indol-3-yl)-2,2-difluoroethane-1-ol